(R)-N-(5-(6-(1-hydroxypropyl)-4-methylpyridin-3-yl)thiazolo[4,5-e][1,2,4]triazolo[4,3-a]pyridin-2-yl)cyclopropanecarboxamide O[C@H](CC)C1=CC(=C(C=N1)C=1C=2N(C3=C(C1)N=C(S3)NC(=O)C3CC3)C=NN2)C